FC(C1=CC2=C([C@@H](CO2)N(C(OC(C)(C)C)=O)C)C=C1)F tert-butyl N-[(3S)-6-(difluoromethyl)-2,3-dihydrobenzofuran-3-yl]-N-methyl-carbamate